C1=CC2=C3C(=C1)C=CC4=C(C=CC(=C43)C=C2)C=O pyrenecarbaldehyde